COC1=CC=C(C=C1)C=CC(=O)C1=C(C=C(C=C1O)O)O 3-(4-Methoxyphenyl)-1-(2,4,6-trihydroxyphenyl)prop-2-en-1-one